CC=1C=C(C=CC1N1CCC(CC1)C)NC1C(CCCC1)C(=O)N 2-((3-methyl-4-(4-methylpiperidin-1-yl)phenyl)amino)cyclohexane-1-carboxamide